α-[2-[[4-(4-morpholinylmethyl)phenyl]methoxy]-4-pyrimidinyl]-2-benzothiazoleacetonitrile N1(CCOCC1)CC1=CC=C(C=C1)COC1=NC=CC(=N1)C(C#N)C=1SC2=C(N1)C=CC=C2